C(#N)CC=1C(=NC(=CC1)CO)C(=O)NC (cyanomethyl)-6-(hydroxymethyl)-N-methylpyridineamide